6-(hydroxymethyl)-2-methoxy-6a-methyl-4-oxohexahydro-2H-furo[2,3-c]Pyrrole-6-carboxylic acid methyl ester COC(=O)C1(NC(C2C1(OC(C2)OC)C)=O)CO